lithium difluoroborate lithium [Li+].B([O-])(F)F.[Li+].B([O-])(F)F